S(=O)(=O)(ON1[C@@H]2CC[C@H](N(C1=O)C2)C(NC(=O)[C@H]2CNCC2)=N)[O-].[Na+] Sodium (2S,5R)-7-oxo-2-(N-((R)-pyrrolidine-3-carbonyl)carbamimidoyl)-1,6-diazabicyclo[3.2.1]octan-6-yl Sulfate